4-methoxy-2-methyl-4-oxo-butyric acid COC(CC(C(=O)O)C)=O